ClC=1C(=C(CN2CCC(CC2)(C(=O)O)CC2=NC(=CC=C2F)NC2=NNC(=C2)C)C(=CC1)F)F 1-(3-chloro-2,6-difluorobenzyl)-4-((3-fluoro-6-((5-methyl-1H-pyrazol-3-yl)amino)pyridin-2-yl)-methyl)piperidine-4-carboxylic acid